ClC=1C=CC(=C(C1)C1=NN(C=C1NC(=O)C=1C=NN2C1N=CC=C2)CC(=O)N2C(CCC2)C)OC N-(3-(5-chloro-2-methoxyphenyl)-1-(2-(2-methylpyrrolidin-1-yl)-2-oxoethyl)-1H-pyrazol-4-yl)pyrazolo[1,5-a]pyrimidine-3-carboxamide